COC(=O)N1C(NC(NC1=O)=O)=O methoxycarbonyl-1,3,5-triazine-2,4,6(1H,3H,5H)-trione